C(C)OC(=O)C1=C[C@H]([C@@H]([C@H](C1)N(CC=C)CC=C)NC(C)=O)OC(CC)CC (3R,4R,5S)-4-acetylamino-5-(diallylamino)-3-(pent-3-yloxy)cyclohex-1-ene-1-carboxylic acid ethyl ester